N-benzyl-1-(4-(trifluoromethyl)phenyl)ethyl-nitrone C(C1=CC=CC=C1)[N+](=CC(C)C1=CC=C(C=C1)C(F)(F)F)[O-]